OC(CN1C=C(C2=C1N=CN=C2NC(OC(C)(C)C)=O)C2=CC=C(C=1N2C=CN1)NC(=O)NC1=NOC(=C1)C1(CC1)C(F)(F)F)(C)C tert-butyl (7-(2-hydroxy-2-methylpropyl)-5-(8-(3-(5-(1-(trifluoromethyl)cyclopropyl)isoxazol-3-yl)ureido)imidazo[1,2-a]pyridin-5-yl)-7H-pyrrolo[2,3-d]pyrimidin-4-yl)carbamate